COC=1C=C(C=CC1)C1=CC=C(C=C1)C1CCCN2C1=NS(CC2)(=O)=O 9-(3'-methoxybiphenyl-4-yl)-3,4,6,7,8,9-hexahydropyrido[2,1-c][1,2,4]thiadiazine 2,2-dioxide